Tetrafluoroethylene FC(=C(F)F)F